BrC1=NC=C2C=C(N3C(C2=C1)=CN=C3)Cl 9-bromo-5-chloroimidazo[5,1-a][2,6]naphthyridine